methyl 4-(2-((tert-butoxycarbonyl)amino)butyl)-2,5-dimethoxybenzoate C(C)(C)(C)OC(=O)NC(CC1=CC(=C(C(=O)OC)C=C1OC)OC)CC